NC[C@@H](C(=O)OC)NC(=O)OC(C)(C)C methyl (S)-3-amino-2-((tert-butoxycarbonyl)amino)propanoate